OC(C(=O)N)=CC 2-hydroxy-3-methylacrylamide